C(CCCC(=O)O)(=O)NCCCC[C@H](N)C(=O)O N6-glutaryllysine